O1CCC12CN(C2)C2=NN=CS2 5-(1-oxa-6-azaspiro[3.3]heptan-6-yl)-1,3,4-thiadiazol